The molecule is a disaccharide that is beta-D-glucopyranose in which the hydroxy group at position 3 has been converted into the corresponding alpha-L-fucopyranoside. It derives from an alpha-L-fucose and a beta-D-glucose. C[C@H]1[C@H]([C@H]([C@@H]([C@@H](O1)O[C@H]2[C@@H]([C@H](O[C@H]([C@@H]2O)O)CO)O)O)O)O